C(C1=CC=CC=C1)C(C(=O)O)(C(=O)O)OC[C@H]1O[C@H]([C@H]([C@@H]1O)F)N1C2=NC(=NC(=C2N=C1)NCC1=CC=CC=C1)Cl 2-benzyl-2-(((2R,3R,4S,5R)-5-(6-(benzylamino)-2-chloro-9H-purin-9-yl)-4-fluoro-3-hydroxytetra-hydrofuran-2-yl)methoxy)malonic acid